NC1=CC=C(C=C1)C1=CC=C(C=C1)C=1N=NN(C1)C=1C=C2C=C(C(OC2=CC1N(CC)CC)=O)C(=O)O 6-(4-(4'-amino-[1,1'-biphenyl]-4-yl)-1H-1,2,3-triazol-1-yl)-7-(diethylamino)-2-oxo-2H-chromene-3-carboxylic acid